ClC=1C=C(C=CC1Cl)C1=CC=C(C=C1)C(\C=C\C=1C=C2N=CC=NC2=CC1)=O (E)-1-(3',4'-dichloro-[1,1'-biphenyl]-4-yl)-3-(quinoxalin-6-yl)prop-2-en-1-one